6-(1,4-Dimethyl-1H-1,2,3-triazol-5-yl)-7-methoxythiazolo[4,5-c]pyridin-2-amine hydrochloride Cl.CN1N=NC(=C1C1=C(C2=C(C=N1)N=C(S2)N)OC)C